N-(n-propyl)thiophosphoric triamide C(CC)NP(N)(N)=S